6-azido-N2-methyl-N2,N4-diphenyl-1,3,5-triazine-2,4-diamine N(=[N+]=[N-])C1=NC(=NC(=N1)N(C1=CC=CC=C1)C)NC1=CC=CC=C1